CN1C=NC2=CC=C(C(=C2C1=O)C)OC=1C(=C(C=CC1F)NS(=O)(=O)CCCF)F N-(3-((3,5-dimethyl-4-oxo-3,4-dihydroquinazolin-6-yl)oxy)-2,4-difluorophenyl)-3-fluoropropane-1-sulfonamide